C1(CC1)S(=O)(=O)N1C[C@H]([C@H](CC1)NC1=NN2C(C(=C(C=C2)C=2C=NNC2)OCC)=N1)C N-((3R,4S)-1-(cyclopropylsulfonyl)-3-methylpiperidin-4-yl)-8-ethoxy-7-(1H-pyrazol-4-yl)-[1,2,4]triazolo[1,5-a]pyridin-2-amine